(2-methylquinolin-4-yl)(morpholino)methanone CC1=NC2=CC=CC=C2C(=C1)C(=O)N1CCOCC1